6-[8-(1,3-benzothiazol-2-ylcarbamoyl)-3,4-dihydroisoquinolin-2(1H)-yl]-3-(2-methyl-3-{methyl-[(1-methylcyclohexyl)carbonyl]amino}phenyl)pyridine-2-carboxylic acid S1C(=NC2=C1C=CC=C2)NC(=O)C=2C=CC=C1CCN(CC21)C2=CC=C(C(=N2)C(=O)O)C2=C(C(=CC=C2)N(C(=O)C2(CCCCC2)C)C)C